O=C1NC=C(C2=CC=C(C=C12)O[C@@H](C(=O)N1C[C@@H](CC1)NC(C)=O)C)C1=C(C=CC=C1)C N-((R)-1-((R)-2-((1-oxo-4-(o-tolyl)-1,2-dihydroisoquinolin-7-yl)oxy)propanoyl)pyrrolidin-3-yl)acetamide